FC(C(=O)N1CC2=C(CCC1)N=C(NC2=O)C2(CC2)C2=CC=CC=C2)(C=2C=C(C=CC2)C2=CC(=CC=C2)OC(C)C)F 6-(2,2-difluoro-2-(3'-isopropoxy-[1,1'-biphenyl]-3-yl)acetyl)-2-(1-phenylcyclopropyl)-3,5,6,7,8,9-hexahydro-4H-pyrimido[5,4-c]azepin-4-one